FC1(CCC(CC1)C1(C(NC2=C(C=CC=C12)C(F)(F)F)=O)C1=CC(=C(C=C1)O)F)F 3-(4,4-difluorocyclohexyl)-3-(3-fluoro-4-hydroxyphenyl)-7-(trifluoromethyl)indolin-2-one